OC(CNC(=O)C=1SC=C(N1)C(=O)N1[C@H](CCC1)C)(C)C N-(2-hydroxy-2-methylpropyl)-4-((S)-2-methylpyrrolidine-1-carbonyl)thiazole-2-carboxamide